tert-Butyl 4-((3-methyl-4-(pyridin-3-yloxy)phenyl)amino)-5,6-dihydropyrido[4',3':4,5]thieno[2,3-d]pyrimidine-7(8H)-carboxylate CC=1C=C(C=CC1OC=1C=NC=CC1)NC=1C2=C(N=CN1)SC1=C2CCN(C1)C(=O)OC(C)(C)C